F[C@H]1[C@@]2(CCC[C@](C[C@H]1C(=C)C1=CC=C(N=N1)C1=C(C=C(C=C1)C1=NC(N(C=N1)C)=O)O)(N2)C)C 4-(4-(6-(1-((1S,2R,3S,5R)-2-fluoro-1,5-dimethyl-9-azabicyclo[3.3.1]nonan-3-yl)vinyl)pyridazin-3-yl)-3-hydroxyphenyl)-1-methyl-1,3,5-triazin-2(1H)-one